C(C1=CC=CC=C1)OC1(NC(C(=CC1F)N1C[C@H]([C@H](CC1)N1CCN(CC1)CC1=CC=CC=C1)F)(C)OCC1=CC=CC=C1)C=1C=NC=CC1 2,6-bis(benzyloxy)-5-((3R,4S)-4-(4-benzylpiperazin-1-yl)-3-fluoropiperidin-1-yl)-3-fluoro-6-methyl-2,3'-bipyridine